1-ethyl-4-hydroxy-3-n-propyl-pyrazol C(C)N1N=C(C(=C1)O)CCC